CC1=NC=2N(C(=C1CC1=CC=C(C=C1)B1OC(C(O1)(C)C)(C)C)N1CCCC1)N=CN2 5-methyl-7-pyrrolidin-1-yl-6-[[4-(4,4,5,5-tetramethyl-1,3,2-dioxaborolan-2-yl)phenyl]methyl]-[1,2,4]triazolo[1,5-a]pyrimidine